C(C1=CC=CC=C1)(C1=CC=CC=C1)NC=1C=C(C=CC1)N N'-benzhydryl-m-phenylenediamine